CNCC1=CC=C(C=C1)NC(CCCCCCC(=O)OCCCC)=O butyl 8-((4-((methylamino)methyl)phenyl)amino)-8-oxooctanoate